CC(CC(C)C)=NCCC[Si](OC)(OC)CC N-(1,3-dimethylbutylidene)-3-(ethyldimethoxysilyl)-1-propaneamine